C(C)(C)(C)OC(=O)N1C(CC(C1)(F)F)CC=1C(=C(C=CC1)C1=CC=CC=C1)F 4,4-difluoro-2-((2-fluoro-[1,1'-biphenyl]-3-yl)methyl)pyrrolidine-1-carboxylic acid tert-butyl ester